[Mn+3].BrC1=C(C(=CC=C1)F)B(C1=C(C=CC=C1F)F)C1=C(C=CC=C1F)F (2-bromo-6-fluorophenyl)bis(2,6-difluorophenyl)borane Manganese (III)